(S)-2-(4-(7-(8-chloronaphthalen-1-yl)-2-((tetrahydro-1H-pyrrolizin-7a(5H)-yl)methoxy)-1,5-naphthyridin-4-yl)piperazin-2-yl)acetonitrile ClC=1C=CC=C2C=CC=C(C12)C1=CN=C2C(=CC(=NC2=C1)OCC12CCCN2CCC1)N1C[C@@H](NCC1)CC#N